CC=1C=C(C(=O)OC)C=CC1N1CCN(CC1)C methyl 3-methyl-4-(4-methylpiperazin-1-yl)benzoate